ClC=1C=C(C=CC1OCCC)C=1C=C2CC([C@H](C2=CC1F)NC(O[C@@H]1CN2CCC1CC2)=O)(C)C (S)-quinuclidin-3-yl ((R)-5-(3-chloro-4-propoxyphenyl)-6-fluoro-2,2-dimethyl-2,3-dihydro-1H-inden-1-yl)carbamate